7-amino-3-chloro-5-((2-(1-(2-(hydroxymethyl)cyclobutyl)-1H-pyrazol-3-yl)ethyl)amino)-2-methylpyrazolo[1,5-a]pyrimidine NC1=CC(=NC=2N1N=C(C2Cl)C)NCCC2=NN(C=C2)C2C(CC2)CO